BrC=1C=CC(=NC1CC)C=1N=NN(C1CN1C(NC(C1O)CC(C)C)=O)C 1-{[4-(5-bromo-6-ethylpyridin-2-yl)-1-methyl-1H-1,2,3-triazol-5-yl]methyl}-5-hydroxy-4-(2-methylpropyl)imidazolidin-2-one